aminotris[(2-propynyloxy)methyl]methane NC(COCC#C)(COCC#C)COCC#C